BrC1=C(C(=O)OC)C=C(C=C1)N1CCOCC1 methyl 2-bromo-5-morpholinylbenzoate